N-methyl-L-valine Amide CNC([C@@H](N)C(C)C)=O